C(C)(C)(C)OC(N[C@H](C(=O)N1[C@@H](C2=CC(=CC=C2C1)[N+](=O)[O-])C(NC1=C(C=CC=C1F)F)=O)C1CCOCC1)=O ((S)-2-((S)-1-((2,6-difluorophenyl)carbamoyl)-6-nitroisoindolin-2-yl)-2-oxo-1-(tetrahydro-2H-pyran-4-yl)ethyl)carbamic acid tert-butyl ester